5H-(1)Benzopyrano(2,3-d)pyrimidine N1=CN=CC2=C1OC1=C(C2)C=CC=C1